FC(C1=NC(=NO1)C=1C=NC(=NC1)C(=O)N)(F)F 5-(5-(trifluoromethyl)-1,2,4-oxadiazol-3-yl)pyrimidine-2-carboxamide